(1r,4r)-N1-(5-Chloro-4-(8-phenyl-6-(trifluoromethyl)imidazo[1,2-a]pyridin-3-yl)pyrimidin-2-yl)cyclohexane-1,4-diamine ClC=1C(=NC(=NC1)NC1CCC(CC1)N)C1=CN=C2N1C=C(C=C2C2=CC=CC=C2)C(F)(F)F